5-((5-(2-methoxy-6-((tetrahydro-2H-pyran-2-yl)methoxy)phenyl)-1H-pyrazol-3-yl)amino)pyrazine-2-carbonitrile COC1=C(C(=CC=C1)OCC1OCCCC1)C1=CC(=NN1)NC=1N=CC(=NC1)C#N